C(C)(C)(C)OC(=O)NCC=1C(=NC(=NC1)C(=O)OC)C1=CC=CC=C1 Methyl 5-(((tert-butoxycarbonyl)amino)methyl)-4-phenylpyrimidine-2-carboxylate